N-vinylimidazole methylsulfate COS(=O)(=O)O.C(=C)N1C=NC=C1